(1S,3aR,6aS)-N-((R)-1-cyano-2-((S)-2-oxopiperidin-3-yl)ethyl)-2-(4-fluoro-6-methyl-7-chloro-1H-indole-2-carbonyl)-5,5-difluorooctahydrocyclopenta[c]pyrrole-1-carboxamide C(#N)[C@@H](C[C@H]1C(NCCC1)=O)NC(=O)[C@H]1N(C[C@H]2[C@@H]1CC(C2)(F)F)C(=O)C=2NC1=C(C(=CC(=C1C2)F)C)Cl